2-((((9H-fluoren-9-yl)methoxy)carbonyl)amino)-3-(4-hydroxy-iodophenyl)propionic acid C1=CC=CC=2C3=CC=CC=C3C(C12)COC(=O)NC(C(=O)O)CC1=C(C=C(C=C1)O)I